N-((1-((4-(4-(trifluoromethyl)phenyl)phthalazin-1-yl)amino)cyclobutyl)methyl)acrylamide FC(C1=CC=C(C=C1)C1=NN=C(C2=CC=CC=C12)NC1(CCC1)CNC(C=C)=O)(F)F